3-methylbenzo[b]thiophene-2-carbaldehyde CC=1C2=C(SC1C=O)C=CC=C2